O1CCC(CC1)COC1=C(C(=O)OC)C=C(C=C1)S(=O)(=O)N1[C@@H](CCC2=CC(=CC=C12)C=C)CC(F)(F)F Methyl (S)-2-((tetrahydro-2H-pyran-4-yl)methoxy)-5-((2-(2,2,2-trifluoroethyl)-6-vinyl-3,4-dihydroquinolin-1(2H)-yl)sulfonyl)benzoate